2-(4-aminopiperidin-1-yl)-6-(4-cyano-3-fluorophenyl)-5-(1-methyl-1H-indazol-5-yl)nicotinonitrile NC1CCN(CC1)C1=C(C#N)C=C(C(=N1)C1=CC(=C(C=C1)C#N)F)C=1C=C2C=NN(C2=CC1)C